6-(Pentafluorosulfanyl)benzo[d][1,3]selenazol-2-amine FS(C1=CC2=C(N=C([Se]2)N)C=C1)(F)(F)(F)F